ClC1=NC=C(C(=N1)C=1C=C2C(CNC(C2=CC1)=O)(C)C)Cl 6-(2,5-dichloropyrimidin-4-yl)-4,4-dimethyl-3,4-dihydroisoquinolin-1(2H)-one